(S)-1-Cbz-3-pyrrolidinol C(=O)(OCC1=CC=CC=C1)N1C[C@H](CC1)O